FC(S(=O)(=O)C1=CC=C(C=C1)CN1CCC2(CN(C2)C(=O)N2CC3(C2)NC(CC3)=O)C1)(F)F 2-[7-[[4-(trifluoromethylsulfonyl)phenyl]methyl]-2,7-diazaspiro[3.4]octane-2-carbonyl]-2,5-diazaspiro[3.4]octan-6-one